4-(benzyl(methyl)amino)-N-methylpentanamide C(C1=CC=CC=C1)N(C(CCC(=O)NC)C)C